N-(3-chloro-5-(2-(4-chlorophenyl)propan-2-yl)phenyl)-5-(2-(methylsulfonyl)propan-2-yl)thieno[2,3-c]pyridine-2-carboxamide ClC=1C=C(C=C(C1)C(C)(C)C1=CC=C(C=C1)Cl)NC(=O)C1=CC=2C(=CN=C(C2)C(C)(C)S(=O)(=O)C)S1